((3-(2,2-dimethyl-3-pentylcyclopropyl)propoxy)methyl)benzene CC1(C(C1CCCCC)CCCOCC1=CC=CC=C1)C